N-[(2S,3R)-2-[(2,3'-difluoro[1,1'-biphenyl]-3-yl)methyl]-4,4-difluoro-1-(2-methyl-propanoyl)pyrrolidin-3-yl]ethanesulfonamide FC1=C(C=CC=C1C[C@@H]1N(CC([C@@H]1NS(=O)(=O)CC)(F)F)C(C(C)C)=O)C1=CC(=CC=C1)F